FC1(CC(C1)C(=O)NC=1SC2=C(N1)C=CC(=C2)C=2C=NC=C(C2C)F)F 3,3-difluoro-N-(6-(5-fluoro-4-methylpyridin-3-yl)benzo[d]thiazol-2-yl)cyclobutane-1-carboxamide